N-(1-cyano-1-ethylpropyl)carboxamide C(#N)C(CC)(CC)NC=O